C(CCCCCCC)(=O)O.C(CCCCCCC)(=O)O.C(CCCCCCC)(=O)O.CC(CC)(C)C Trimethylpropane tricaprylate